FC(C)(F)C1=CC=C(C=C1)S(=O)(=O)N1N=C(C2=C(C=CC=C12)F)N1CC(C(C1)(F)F)(F)F 1-((4-(1,1-Difluoroethyl)phenyl)sulfonyl)-4-fluoro-3-(3,3,4,4-tetrafluoropyrrolidin-1-yl)-1H-indazole